3-(2-methoxyethyl)-1,3,4,9-tetrahydro-[1,2,6]thiadiazino[4,3-g]indole-7-carbonitrile 2,2-dioxide COCCN1CC=2C=CC=3C(=CNC3C2NS1(=O)=O)C#N